(E)-1-((3-aminophenyl)ethynyl)cyclobutan-1-ol NC=1C=C(C=CC1)C#CC1(CCC1)O